2-phenyl-2H-1,2,3-triazole-4-carboxylic acid C1(=CC=CC=C1)N1N=CC(=N1)C(=O)O